N-amidino-3-((dimethylamino)methyl)-2-fluoro-5-(2-(4-fluoro-2-methylphenoxy)-4-(trifluoromethyl)benzamido)benzamide C(N)(=N)NC(C1=C(C(=CC(=C1)NC(C1=C(C=C(C=C1)C(F)(F)F)OC1=C(C=C(C=C1)F)C)=O)CN(C)C)F)=O